C1=C(C=CC=2OC3=C(C21)C=CC=C3)C3=CC=C(C=C3)B(O)O 4-(dibenzo[b,d]furan-2-yl)phenylboronic acid